COCNC(C1=CC=CC=C1)=O N-(methoxymethyl)benzamide